OC1=C(C=CC=C1)C=1SC[C@@H](N1)[C@@H]1SC[C@H](N1C)C(=O)O (2S,4R)-2-((R)-2-(2-hydroxyphenyl)-4,5-dihydrothiazol-4-yl)-3-methylthiazolidine-4-carboxylic acid